C(C)N(C(=O)[C@@H]1CN([C@@H]2CC=3C4=C(C2=C1)C=CC=C4NC3)CC3=CC(=CC=C3)F)CC (6aR,9S)-N,N-diethyl-7-(3-fluorobenzyl)-4,6,6a,7,8,9-hexahydroindolo[4,3-fg]quinoline-9-carboxamide